(Z)-N'-((5-(difluoromethyl)-1-methyl-1H-pyrazole-3-carbonyl)oxy)-1-(2,5-dimethylphenyl)cyclopropane-1-carboximidamide FC(C1=CC(=NN1C)C(=O)O\N=C(/N)\C1(CC1)C1=C(C=CC(=C1)C)C)F